FC1=CC=C(C=C1)C(C(=O)N)C1CCC(CC1)C1=CC=C(C=C1)F 4-Fluorophenyl-2-(4-(4-fluorophenyl)cyclohexyl)acetamide